5-(2-hydroxy-3-o-tolylaminopropyl)-1,3-oxazol-2(3H)-thione OC(CC1=CNC(O1)=S)CNC1=C(C=CC=C1)C